C(CCC)O[C@@H]1CC[C@H](CC1)NC(=O)C=1C=NN2C1C(N(C=C2C)C)=O N-(trans-4-butoxycyclohexyl)-5,7-dimethyl-4-oxo-4,5-dihydropyrazolo[1,5-a]pyrazine-3-carboxamide